O=C1NCC(C1=C(CCC(=O)NNC1=CC=C(C=C1)OC)NC1=CC=CC=C1)=O 4-(2,4-dioxopyrrolidin-3-ylidene)-N'-(4-methoxyphenyl)-4-(phenylamino)butyrylhydrazine